C(C1=CC=CC=C1)OC1=CC(=C(C=C1)C(\C=C\C1=CC(=CC=C1)F)=O)O (2E)-1-[4-(Benzyloxy)-2-hydroxyphenyl]-3-(3-fluorophenyl)prop-2-en-1-one